ClC1=C(C=C(C=C1)N1CCN(CC1)CC=1C=C(C=CC1C(F)(F)F)N(CCN(C)C)C)F N1-(3-((4-(4-chloro-3-fluorophenyl)piperazin-1-yl)methyl)-4-(trifluoromethyl)phenyl)-N1,N2,N2-trimethylethan-1,2-diamine